2'-(2-hydroxy-4-(methyl(piperidin-4-yl)amino)phenyl)-[5,5'-bipyrimidin]-2(1H)-one OC1=C(C=CC(=C1)N(C1CCNCC1)C)C1=NC=C(C=N1)C=1C=NC(NC1)=O